N1C(=NC2=C1C=CC=C2)C2=CC(=NN2)NC(C2=CC=C(C=C2)OC(F)(F)F)=O N-[5-(1H-benzimidazol-2-yl)-1H-pyrazol-3-yl]-4-(trifluoro-methoxy)benzamide